2-amino-N-(2-((2-((((2R,3R,4R,5R)-3,4-dihydroxy-5-(1-methyl-1H-pyrazol-4-yl)tetrahydro-2H-pyran-2-yl)methyl)amino)-2-oxoethyl)amino)-2-oxoethyl)acetamide NCC(=O)NCC(=O)NCC(=O)NC[C@H]1OC[C@H]([C@H]([C@H]1O)O)C=1C=NN(C1)C